COS(=O)(=O)[O-].OC(C[NH3+])C 2-hydroxypropyl-ammonium methylsulfate